(2-{[2-(aminomethyl)-6-chloro-4-(morpholin-4-yl)phenyl]sulfanyl}pyridin-3-yl)methanol HCl salt Cl.NCC1=C(C(=CC(=C1)N1CCOCC1)Cl)SC1=NC=CC=C1CO